Cl.ClC=1C(=NC(=NC1)NC1=C(C=C(C=C1)N1CCN(CC1)CCOCCOCC(=O)O)OC)NC1=C(C=CC=C1)N(S(=O)(=O)C)C 2-(2-(2-(4-(4-((5-chloro-4-((2-(N-methylmethylsulfonamido)phenyl)amino)pyrimidin-2-yl)amino)-3-methoxyphenyl)piperazin-1-yl)ethoxy)ethoxy)acetic acid hydrochloride